C(C)(=O)NN[C@@H](CC1=CC=C(C=C1)O)C(=O)O acetamido-tyrosine